2-(6-amino-4-chloro-1H-pyrazolo[3,4-d]pyrimidin-1-yl)-2-(pyridin-3-yl)propionic acid ethyl ester C(C)OC(C(C)(C=1C=NC=CC1)N1N=CC=2C1=NC(=NC2Cl)N)=O